3-(5-(p-toluenesulfonyloxy)pentyl)pyrazine-2-carboxylic acid CC1=CC=C(C=C1)S(=O)(=O)OCCCCCC=1C(=NC=CN1)C(=O)O